triphenoxycyclotriphosphazene O(C1=CC=CC=C1)P1=NP(=NP(=N1)OC1=CC=CC=C1)OC1=CC=CC=C1